N-(7-(1,4-diazabicyclo[3.2.2]nonan-4-yl)-5,5-dioxidodibenz[b,d]thiophene-4-yl)propionamide N12CCN(C(CC1)CC2)C2=CC1=C(C3=C(S1(=O)=O)C(=CC=C3)NC(CC)=O)C=C2